ClCC=1C(=CC(=NC1)O[C@@H]1C[C@H]2N(C=3C(=NN=C(C3)C3=C(C(=CC(=C3)F)F)OC)N(C2)C(=O)OC(C)(C)C)C1)C tert-butyl (6aR,8R)-8-((5-(chloromethyl)-4-methylpyridin-2-yl)oxy)-2-(3,5-difluoro-2-methoxy-phenyl)-6a,7,8,9-tetrahydropyrrolo[1',2':4,5]pyrazino[2,3-c]pyridazine-5(6H)-carboxylate